N-[1-(2-methoxyethyl)-3,5-dimethyl-pyrazol-4-yl]-5,6-dihydropyrimido[4,5-e]indolizine-7-carboxamide COCCN1N=C(C(=C1C)NC(=O)C=1C=CN2C3=C(CCC12)C=NC=N3)C